(E)-N-(4-(1-(4-(4-(4-((2-(2,6-dioxopiperidin-3-yl)-1,3-dioxoisoindolin-4-yl)thio)butyl)piperazin-1-yl)benzoyl)piperidin-4-yl)butyl)-3-(pyridin-3-yl)acrylamide O=C1NC(CCC1N1C(C2=CC=CC(=C2C1=O)SCCCCN1CCN(CC1)C1=CC=C(C(=O)N2CCC(CC2)CCCCNC(\C=C\C=2C=NC=CC2)=O)C=C1)=O)=O